NC[C@@H](C)N1C(=NC2=C1C=C(C=C2F)C2=NC(=NC=C2Cl)N[C@H]2[C@@H](CN(CC2)S(=O)(=O)C)O)C (3R,4R)-4-[(4-{1-[(2R)-1-aminopropane-2-yl]-4-fluoro-2-methyl-1H-benzimidazol-6-yl}-5-chloropyrimidin-2-yl)amino]-1-(methylsulfonyl)piperidin-3-ol